OC(CNC(=O)[C@]1([C@@H](CC[C@H](C1)C)C(C)C)O)C=1C=C(OCC(=O)OC)C=CC1 methyl 2-(3-(1-hydroxy-2-((1S,2S,5R)-1-hydroxy-2-isopropyl-5-methylcyclohexane-1-carboxamido)ethyl)phenoxy)acetate